O[C@@]12[C@]3(CCC(C=C3CC[C@H]1[C@@H]1CC[C@H](C(C)=O)[C@]1(CC2)C)=O)C 9-hydroxy-pregn-4-ene-3,20-dione